(3S,4S)-8-(3-((2-chloro-3-(pyrazine-2-yl)phenyl)mercapto)-1,2,4-triazine-6-yl)-3-methyl-2-oxa-8-azaspiro[4.5]decane-4-amine ClC1=C(C=CC=C1C1=NC=CN=C1)SC=1N=NC(=CN1)N1CCC2([C@@H]([C@@H](OC2)C)N)CC1